C[C@H](CCCC(C)C)[C@H]1CC[C@@H]2[C@@]1(CC[C@H]3[C@H]2CC[C@@H]4[C@@]3(CCC(=O)C4)C)C 5a-cholestanone